tert-butyl (3-hydroxyphenyl)carbamate OC=1C=C(C=CC1)NC(OC(C)(C)C)=O